2-iodo-5-(trifluoromethyl)pyrimidine IC1=NC=C(C=N1)C(F)(F)F